2-cyano-N-(4-methoxybenzyl)acetamide COC1=CC=C(C=C1)CNC(=O)CC#N